4-Methyl-2-[4-morpholin-4-yl-6-[4-(1H-tetrazol-5-yl)-benzylamino]pyrimidin-2-ylamino]-thiazole-5-carboxylic acid ethyl ester C(C)OC(=O)C1=C(N=C(S1)NC1=NC(=CC(=N1)N1CCOCC1)NCC1=CC=C(C=C1)C1=NN=NN1)C